1,2-bis-hydroxy-naphthalenate OC1(C(C=CC2=CC=CC=C12)O)C(=O)[O-]